2-[1-(2-methylphenyl)-1H-pyrazol-4-yl]-N-propyl-N-[(3S)-pyrrolidin-3-yl]-1,3-thiazole-4-carboxamide CC1=C(C=CC=C1)N1N=CC(=C1)C=1SC=C(N1)C(=O)N([C@@H]1CNCC1)CCC